cyclohexane-1,4-diyldimethanol C1(CCC(CC1)CO)CO